tert-butyl (6-(6-acetylpyridin-2-yl)-1-(6-methylpyridin-2-yl)-1H-indazol-4-yl)(methyl)carbamate C(C)(=O)C1=CC=CC(=N1)C1=CC(=C2C=NN(C2=C1)C1=NC(=CC=C1)C)N(C(OC(C)(C)C)=O)C